ClC=1N=C(C2=C(N1)C(=C(N=C2Cl)Cl)F)N2CC1CCC(C2)N1C(=O)[O-] 3-(2,5,7-trichloro-8-fluoropyrido[4,3-d]pyrimidin-4-yl)-3,8-diazabicyclo[3.2.1]Octane-8-carboxylate